[Na+].OCCN1CCN(CC1)CCS(=O)(=O)[O-] L-4-hydroxyethyl-piperazineethanesulfonic acid sodium salt